ClC=1C(=CC2=C(N(C(N=C2N2[C@H](CN(CC2)C(=O)OC(C)(C)C)C)=O)C=2C(=NC=CC2CCO)C(C)C)N1)F (S)-tert-Butyl 4-(7-chloro-6-fluoro-1-(4-(2-hydroxyethyl)-2-isopropylpyridin-3-yl)-2-oxo-1,2-dihydropyrido[2,3-d]pyrimidin-4-yl)-3-methylpiperazine-1-carboxylate